C(C1=CC=CC=C1)OC(=O)N1C(C(C[C@H]1C)=O)CC1=C(C(=CC=C1)Br)F.BrC=1C=C2C(=NN(C(C2=CC1)=O)CC(=O)NC1=NC=C(C=C1F)Cl)C(F)F 2-[6-bromo-4-(difluoromethyl)-1-oxophthalazin-2-yl]-N-(5-chloro-3-fluoropyridin-2-yl)acetamide Benzyl-(5R)-2-[(3-bromo-2-fluorophenyl)methyl]-5-methyl-3-oxopyrrolidine-1-carboxylate